CC1=NC(=CC=C1N1CCN(CC1)CC=1C=CC=2C3=C(C(NC2C1)=O)CCO3)C(NC)=O 7-((4-(2-methyl-6-(methylcarbamoyl)pyridin-3-yl)piperazin-1-yl)methyl)-3,5-dihydrofuro[3,2-c]quinolin-4(2H)-one